FC(C1=CC=C(C=N1)N1C(N([C@@H](C1)C#N)C1=CN=CC2=CC=CC=C12)=O)F (S)-1-(6-(difluoromethyl)pyridin-3-yl)-3-(isoquinolin-4-yl)-2-oxoimidazoline-4-carbonitrile